OC[C@H]([C@@H](CO)O)N1CCN(CCN(CCN(CC1)CC(=O)[O-])CC(=O)[O-])CC(=O)[O-].[Gd+3] Gadolinium(III) 2,2',2''-(10-((2R,3S)-1,3,4-trihydroxybutan-2-yl)-1,4,7,10-tetraazacyclododecan-1,4,7-triyl)triacetat